2-(((3-(3,5-di-tert-butyl-4-hydroxyphenyl)propionyl)oxy)methyl)-2-methylpropionic acid C(C)(C)(C)C=1C=C(C=C(C1O)C(C)(C)C)CCC(=O)OCC(C(=O)O)(C)C